C(C)(C)(C)OC(=O)N(C1=C(C=C(C=C1)N(C(C#C[Si](C(C)C)(C(C)C)C(C)C)=O)C(C(=O)O)C(C)(C)C)Cl)CC1CC1 2-(N-(4-((tert-butoxycarbonyl)(cyclopropylmethyl)amino)-3-chlorophenyl)-3-(triisopropylsilyl)propiolamido)-3,3-dimethylbutanoic acid